ClC1=NC2=CC=CC(=C2C=C1)C1(CC1)NC(C1=C(C=CC(=C1)OCC1N(CC1)C)C)=O N-(1-(2-chloroquinolin-5-yl)cyclopropyl)-2-methyl-5-((1-methylazetidin-2-yl)methoxy)benzamide